7-chloro-6-fluoro-1,8-naphthyridine-2,4-diol ClC1=C(C=C2C(=CC(=NC2=N1)O)O)F